6-chloro-9-isopropyl-2-(propylsulfanyl)-9H-purine ClC1=C2N=CN(C2=NC(=N1)SCCC)C(C)C